C(C)(C)(C)C1=CC=C(C=C1)N(S(=O)(=O)N1[C@H](CCC1)C(=O)N)C(C(=O)NC1CCC(CC1)(F)F)C=1C=NC=C(C1)F (2R)-1-[(4-tert-butylphenyl)-[2-[(4,4-difluorocyclohexyl)amino]-1-(5-fluoro-3-pyridyl)-2-oxo-ethyl]sulfamoyl]pyrrolidine-2-carboxamide